NCCNC(CCCCC1SC[C@@H]2NC(N[C@@H]21)=O)=O N-(2-aminoethyl)-5-((3aS,6aR)-2-oxohexa-hydro-1H-thieno[3,4-d]imidazol-4-yl)pentan-amide